(3R,6S,9aS)-3,6-diisobutyl-8-(3-(methyl(1-methylpiperidin-4-yl)amino)propyl)-1-((E)-3-(pyridin-2-yl)acryloyl)hexahydropyrazino[2,1-c][1,2,4]oxadiazin-4(3H)-one C(C(C)C)[C@@H]1C(N2[C@@H](N(O1)C(\C=C\C1=NC=CC=C1)=O)CN(C[C@@H]2CC(C)C)CCCN(C2CCN(CC2)C)C)=O